4,7,10-trioxa-1-azatridecan NCCOCCOCCOCCC